BrC=1C=CC=2N(C1)C=C(N2)C(=O)N2C[C@H]([C@@]1(CC2)NCC2=CC=CC=C2C1)O (6-bromoimidazo[1,2-a]pyridin-2-yl)((3R,3'R)-3'-hydroxy-1,4-dihydro-2H-spiro[isoquinoline-3,4'-piperidin]-1'-yl)methanone